Methyl (Z)-1-(4-amino-2-fluorobut-2-en-1-yl)-4-(4-(N-(tert-butyl)sulfamoyl)phenyl)-2-methyl-1H-benzo[d]imidazole-6-carboxylate hydrochloride Cl.NC\C=C(\CN1C(=NC2=C1C=C(C=C2C2=CC=C(C=C2)S(NC(C)(C)C)(=O)=O)C(=O)OC)C)/F